Copper-cobalt oxide [Co]=O.[Cu]